tert-butyl (8-((2-hydroxyethyl)(methyl)amino)-8-oxooctyl)carbamate OCCN(C(CCCCCCCNC(OC(C)(C)C)=O)=O)C